C(C1=CC=CC=C1)N1C(C(CC1=O)C(C)C)C(C(C#N)=S1CCCC1)=O 3-[1-benzyl-5-oxo-3-(propan-2-yl)pyrrolidin-2-yl]-3-oxo-2-(1λ4-thiolan-1-ylidene)propanenitrile